N-[4-chloro-5-isopropyl-6-(o-tolyl)pyrimidin-2-yl]-1-methyl-pyrazole-4-sulfonamide ClC1=NC(=NC(=C1C(C)C)C1=C(C=CC=C1)C)NS(=O)(=O)C=1C=NN(C1)C